ClC=1C=C2CN(CC2=CC1C(F)(F)F)C(CC[C@]1(C(NC(N1)=O)=O)C1=NC=CN=C1)=O (R)-5-(3-(5-chloro-6-(trifluoromethyl)isoindolin-2-yl)-3-oxopropyl)-5-(pyrazin-2-yl)imidazolidine-2,4-dione